titanium ethoxide [O-]CC.[Ti+4].[O-]CC.[O-]CC.[O-]CC